4-(4,9,10-tris(trifluoromethyl)perylene-3-yl)butyric acid FC(C=1C2=C(C=CC=3C=4C=CC(=C5C(=CC=C(C(=CC1)C23)C54)C(F)(F)F)C(F)(F)F)CCCC(=O)O)(F)F